CN(CC[C@H](C1=NC=C2C=CC(=NC2=C1)C1=NC(=CC=C1)N1C[C@@H](O[C@@H](C1)C)C)C1=C(C(=O)N)C=CC(=C1S(=O)(=O)C)C)C ((S)-3-(dimethylamino)-1-(2-(6-((cis)-2,6-dimethylmorpholino)pyridin-2-yl)-1,6-naphthyridin-7-yl)propyl)-4-methyl-3-(methylsulfonyl)benzamide